ethyl (R)-2-(3-(2-(5-(5-((4-bromo-6-fluoro-1H-indol-5-yl)thio)-2-fluorophenyl)-1-methyl-1H-1,2,4-triazol-3-yl)-7-((2-hydroxyethyl)sulfonyl)-6,6-dimethylheptan-2-yl)phenyl)acetate BrC1=C2C=CNC2=CC(=C1SC=1C=CC(=C(C1)C1=NC(=NN1C)[C@](C)(CCCC(CS(=O)(=O)CCO)(C)C)C=1C=C(C=CC1)CC(=O)OCC)F)F